C(C)(=O)N[C@@H](C(=O)N[C@@H](CCCC1=CC=CC=C1)B1OC(C(O1)(C)C)(C)C)CC(=O)N1CCOCC1 (R)-2-acetamido-4-morpholino-4-oxo-N-((R)-4-phenyl-1-(4,4,5,5-tetramethyl-1,3,2-dioxaborolan-2-yl)butyl)butanamide